racemic-methionine N[C@@H](CCSC)C(=O)O |r|